(R)-2-(methoxymethoxy)propan-1-ol COCO[C@@H](CO)C